NC=1SC2=C(N1)C=CC(=C2)N(C(=O)NC2=CC=C(C=C2)NC(C)=O)CCN2CCOCC2 1-(2-aminobenzo[d]thiazol-6-yl)-1-[2-(4-morpholinyl)ethyl]-3-(4-acetamidophenyl)urea